dihydro-5H-pyrrolo[3,4-b]pyridin N1C2=C(C=CC1)CN=C2